(2-(Benzyloxy)-4-(difluoromethyl)-6-hydroxyphenyl)(5-(2-(dimethylamino)ethoxy)isoindolin-2-yl)methanone C(C1=CC=CC=C1)OC1=C(C(=CC(=C1)C(F)F)O)C(=O)N1CC2=CC=C(C=C2C1)OCCN(C)C